ClC=1C=C(C(=NC1)OC1=NC=C2N=C(N(C2=N1)C)C(=O)NC1(CCS(CC1)(=O)=O)C)OCC(F)F 2-[[5-Chloro-3-(2,2-difluoroethoxy)-2-pyridyl]oxy]-9-methyl-N-(4-methyl-1,1-dioxo-thian-4-yl)purine-8-carboxamide